CN1N=C(C=C1)OC1=CC=NC=C1 4-(1-methylpyrazol-3-yl)oxypyridine